Cl.C(C)N(C(C1=CN=CC=C1)=O)C N-ethyl-N-methylnicotinamide hydrochloride